COC1=C(C=CC=C1)C(C(=O)O)N1C(C2=CC=CC=C2C1)=O 2-(2-methoxyphenyl)-2-(1-oxoisoindol-2-yl)acetic acid